CC1=C(N=NC=C1N1CC(OCC1)C)C#N methyl-5-(2-methylmorpholino)pyridazine-3-carbonitrile